(S)-3-((4-(5-chloro-1-(morpholin-2-ylmethyl)-1H-indol-7-yl)pyrrolo[2,1-f][1,2,4]triazin-6-yl)methyl)imidazolidine-2,4-dione ClC=1C=C2C=CN(C2=C(C1)C1=NC=NN2C1=CC(=C2)CN2C(NCC2=O)=O)C[C@@H]2CNCCO2